CC1(OC2=C(C(=C(C(=C2CC1)C)OCCO)C)C)CCCC(CCCC(CCCC(C)C)C)C 2-[2,5,7,8-tetramethyl-2-(4,8,12-trimethyltridecyl)chroman-6-yl]oxyethanol